1,1-Diamino-2,2-dinitroethylene NC(=C([N+](=O)[O-])[N+](=O)[O-])N